1-(6'-hydroxy-3-methyl-6-(tetrahydro-2H-pyran-4-yl)-[2,3'-bipyridin]-5-yl)-3-((1r,2r)-2-hydroxy-4,4-dimethyl-1,2,3,4-tetrahydronaphthalen-1-yl)urea OC1=CC=C(C=N1)C1=NC(=C(C=C1C)NC(=O)N[C@H]1[C@@H](CC(C2=CC=CC=C12)(C)C)O)C1CCOCC1